1-(morpholin-4-yl)deca-2,3-dien-1-one N1(CCOCC1)C(C=C=CCCCCCC)=O